(2-(trifluoromethyl)pyridin-4-yl)methyl methanesulfonate CS(=O)(=O)OCC1=CC(=NC=C1)C(F)(F)F